2-amino-[1,1'-biphenyl]-3-ol NC1=C(C=CC=C1O)C1=CC=CC=C1